(1S,3S,5R)-N-((R)-1-(4-carbamimidoylthiophen-2-yl)ethyl)-2-((9,9-difluoro-9H-fluorene-3-carbonyl)glycyl)-5-((3-(dimethylamino)propoxy)methyl)-2-azabicyclo[3.1.0]hexane-3-carboxamide C(N)(=N)C=1C=C(SC1)[C@@H](C)NC(=O)[C@H]1N([C@H]2C[C@]2(C1)COCCCN(C)C)C(CNC(=O)C=1C=CC=2C(C3=CC=CC=C3C2C1)(F)F)=O